B([O-])([O-])[O-].[Fe+2].[Cu+2] Copper iron borate